ClC1=C(C=CC=C1)N1CCN(CC1)C(=O)OC(C)(C)C tert-Butyl 4-(2-chlorophenyl)piperazine-1-carboxylate